(3,4-dichloropyrazolo[1,5-a]pyridin-5-yl)-carbamic acid tert-butyl ester C(C)(C)(C)OC(NC1=C(C=2N(C=C1)N=CC2Cl)Cl)=O